[O-]S(=O)(=O)C(F)(F)F.[Rh+3].C1=CCCC=CCC1.C1=CCCC=CCC1.[O-]S(=O)(=O)C(F)(F)F.[O-]S(=O)(=O)C(F)(F)F bis(1,5-cyclooctadiene) rhodium triflate